OC(=CC(=O)SCCNC(CCNC([C@@H](C(COP(OP(OC[C@@H]1[C@H]([C@H]([C@@H](O1)N1C=NC=2C(N)=NC=NC12)O)OP(=O)(O)O)(=O)O)(=O)O)(C)C)O)=O)=O)C=CCCCCCCCCC 3-hydroxytetradecadienoyl-coa